ethyl 2-[benzyl-[(3R)-3-(tert-butoxycarbonylamino)-2-hydroxy-butyl]amino]acetate C(C1=CC=CC=C1)N(CC(=O)OCC)CC([C@@H](C)NC(=O)OC(C)(C)C)O